The molecule is an androstanoid that is (5alpha)-androst-1-en-17beta-yl propanoate substituted by an oxo group at position 3. It is a steroid ester, a 3-oxo-Delta(1) steroid and an androstanoid. It derives from a hydride of a 5alpha-androstane. CCC(=O)O[C@H]1CC[C@@H]2[C@@]1(CC[C@H]3[C@H]2CC[C@@H]4[C@@]3(C=CC(=O)C4)C)C